(chloromethyl)-2-phenylthiazole ClCC=1N=C(SC1)C1=CC=CC=C1